3-(2-ethoxypyridin-3-yl)-6-[(2R)-2-ethyl-4-[2-(trifluoromethyl)benzoyl]piperazin-1-yl]-2-fluoro-N-[(3R)-pyrrolidin-3-yl]benzamide C(C)OC1=NC=CC=C1C=1C(=C(C(=O)N[C@H]2CNCC2)C(=CC1)N1[C@@H](CN(CC1)C(C1=C(C=CC=C1)C(F)(F)F)=O)CC)F